C(C1=CC=CC=C1)[C@@H]1CN(CCN1)CC (R)-3-benzyl-1-ethylpiperazine